4-(4-methoxyphenyl)piperidin-4-amine COC1=CC=C(C=C1)C1(CCNCC1)N